C(C=C)(=O)OCCCCCCCCOC(=O)C1=C(C(C(=O)O)=CC=C1)C(=O)O acryloyloxyoctyl-oxycarbonyl-phthalic acid